ethyl (E)-1-(6-(((dimethylamino)methylene)carbamoyl)pyridin-3-yl)-1H-pyrrolo[2,3-b]pyridine-5-carboxylate CN(C)\C=N\C(=O)C1=CC=C(C=N1)N1C=CC=2C1=NC=C(C2)C(=O)OCC